((2,3-dimethoxy-5-methyl-6-(4,4,4-trifluorobutyl)-1,4-phenylene)bis(oxy))bis(tetrahydro-2H-pyran) COC1=C(C(=C(C(=C1OC)OC1OCCCC1)C)CCCC(F)(F)F)OC1OCCCC1